5-bromo-3-ethyl-2-fluoro-1-(toluene-4-sulfonyl)-1H-pyrrolo[2,3-b]pyridine BrC=1C=C2C(=NC1)N(C(=C2CC)F)S(=O)(=O)C2=CC=C(C)C=C2